methyl 2-[[1-[3-(tert-butoxycarbonylamino)propyl]-6-[(3,6-dichloro-5-cyano-2-pyridyl)amino]-2-oxo-3-quinolyl]oxy]acetate C(C)(C)(C)OC(=O)NCCCN1C(C(=CC2=CC(=CC=C12)NC1=NC(=C(C=C1Cl)C#N)Cl)OCC(=O)OC)=O